diethyl (4-(4,4,5,5-tetramethyl-1,3,2-dioxaborol-2-yl)benzyl)phosphonate CC1(OB(OC1(C)C)C1=CC=C(CP(OCC)(OCC)=O)C=C1)C